Cl.FC(OC1=CC=C(C=C1)C1=CN=C2N1C=CN=C2NC2=CC(=C(C=C2)C(=O)N2CCN(CC2)C(=O)N2CC(OCC2)C(N)C)C)F [4-[[3-[4-(difluoromethoxy)phenyl]imidazo[1,2-a]pyrazin-8-yl]amino]-2-methyl-phenyl]-[4-[2-(methyl-aminomethyl)morpholine-4-carbonyl]piperazin-1-yl]methanone hydrochloride